BrCCC1=C(C=CC(=C1)OC)I 2-(2-bromoethyl)-1-iodo-4-methoxybenzene